2-(4-(6a,7,9,10-Tetrahydropyrazino[1,2-a]Thieno[4,3,2-De]Quinolin-8(6H)-Yl)Butyl)-2,3,4,5-Tetrahydro-1H-Benzo[c]Azepin-1-One C1=CC=C2C=3C(CC4N(C13)CCN(C4)CCCCN4C(C1=C(CCC4)C=CC=C1)=O)=CS2